(4-{3-[5-Fluoro-6-(2-methoxy-ethoxy)-1H-indazol-3-yl]-isoxazol-5-yl}-phenyl)-[(R)-2-(1-hydroxy-1-methyl-ethyl)-azetidin-1-yl]-methanone FC=1C=C2C(=NNC2=CC1OCCOC)C1=NOC(=C1)C1=CC=C(C=C1)C(=O)N1[C@H](CC1)C(C)(C)O